C(C)OC1=CC=C(C=C1)C=1C=C2CC([C@H](C2=CC1)NC(O[C@@H]1CN2CCC1CC2)=O)(C)C (S)-quinuclidin-3-yl ((R)-5-(4-ethoxyphenyl)-2,2-dimethyl-2,3-dihydro-1H-inden-1-yl)carbamate